ClC=1SC(=CC1CC(C(=O)O)=O)Cl 3-(2,5-dichlorothiophen-3-yl)-2-oxopropionic acid